(2-(4-((4-(methylsulfonyl)piperidin-1-yl)methyl)phenyl)-5-nitro-1-((2-(trimethylsilyl)ethoxy)methyl)-1H-pyrrolo[2,3-b]pyridin-4-yl)(tetrahydro-2H-pyran-4-yl)methanone CS(=O)(=O)C1CCN(CC1)CC1=CC=C(C=C1)C1=CC=2C(=NC=C(C2C(=O)C2CCOCC2)[N+](=O)[O-])N1COCC[Si](C)(C)C